C(C)[C@H]1C(NC([C@H]1F)=O)(O)COC1=NC=CC2=CC(=C(C=C12)OC)C(=O)N 1-{[(3s,4s)-3-ethyl-4-fluoro-2-hydroxy-5-oxopyrrolidin-2-yl]methoxy}-7-methoxyisoquinoline-6-carboxamide